Cl.N1(CCNCC1)C=1N=C2N(C(N1)=O)C=CC=C2 (piperazin-1-yl)-4H-pyrido[1,2-a][1,3,5]triazin-4-one hydrochloride